FC=1C=C(C(=O)NC=2SC(=CN2)C2=CC(=CC=C2)N2CCCC2)C=C(C1O)/C=N/N1C(OCC1)=O (E)-3-fluoro-4-hydroxy-5-(((2-oxooxazolidin-3-yl)imino)methyl)-N-(5-(3-(pyrrolidin-1-yl)phenyl)thiazol-2-yl)benzamide